4-fluoro-2-hydroxybenzeneboronic acid FC1=CC(=C(C=C1)B(O)O)O